3-[(4,4-difluoro-1-piperidyl)sulfonyl]benzoic acid FC1(CCN(CC1)S(=O)(=O)C=1C=C(C(=O)O)C=CC1)F